C1(=CC=CC=C1)C(C)N1C(C2=CC=CC=C2C=C1)P(OC)(OC)=O Dimethyl (2-(1-phenylethyl)-1,2-dihydroisoquinolin-1-yl)phosphonate